(1H-benzimidazol-5-ylamino)[2,3-difluoro-4-(5-fluorothiophen-3-yl)phenyl]acetonitrile N1C=NC2=C1C=CC(=C2)NC(C#N)C2=C(C(=C(C=C2)C2=CSC(=C2)F)F)F